4-(1-(6-cyclopropylpyridin-3-yl)-5-(3,5-dimethylisoxazol-4-yl)-1H-pyrrolo[2,3-b]pyridin-3-yl)-3-(trifluoromethoxy)benzoic acid C1(CC1)C1=CC=C(C=N1)N1C=C(C=2C1=NC=C(C2)C=2C(=NOC2C)C)C2=C(C=C(C(=O)O)C=C2)OC(F)(F)F